dimethyl-decyl-ammonium phenylpyruvate salt C1(=CC=CC=C1)CC(C(=O)[O-])=O.C[NH+](CCCCCCCCCC)C